OC=C(C(=O)N[C@H](C)C1=CC=CC=C1)C1=CC=C(C=C1)C#CC(C)C (2S)-3-Hydroxy-2-[4-(3-methylbut-1-yn-1-yl)phenyl]-N-[(1R)-1-phenylethyl]propenamide